N1=CC=NC=C1C(C)=O pyrazin-6-yl-ethanone